OC1(CC(C1)N(C(OC(C)(C)C)=O)C)C1=CC=C(C=C1)C(C)C tert-butyl (3-hydroxy-3-(4-Isopropylphenyl)cyclobutyl)(methyl)carbamate